ClC=1C=C(C=CC1Cl)N1CCC2(CCN(CC2)C(=O)C2=CC(NC3=CC=CC=C23)=O)CC1 4-(9-(3,4-dichlorophenyl)-3,9-diazaspiro[5.5]undecane-3-carbonyl)quinolin-2(1H)-one